C(C)(C)(C)OC(=O)N(C(OC(C)(C)C)=O)CCOCCOCCOCCOCCOCCOCC=O tert-butyl N-tert-butoxycarbonyl-N-[2-[2-[2-[2-[2-[2-(2-oxoethoxy)ethoxy]ethoxy]ethoxy] ethoxy]ethoxy]ethyl]carbamate